N-hydroxyiminobis[ethyl-3-(3,5-di-tert-butyl-4-hydroxyphenyl) propionate] ON(C(C(=O)[O-])(CC1=CC(=C(C(=C1)C(C)(C)C)O)C(C)(C)C)CC)C(C(=O)[O-])(CC1=CC(=C(C(=C1)C(C)(C)C)O)C(C)(C)C)CC